CC1=CC=CC2=C(C3=CC=CC=C3C(=C12)OC(C(C)C)=O)OC(C(C)C)=O 1-methyl-9,10-bis(isobutyryloxy)anthracene